FC1=CC(=C(C=C1F)B(O)O)OC 4,5-difluoro-2-methoxyphenylboronic acid